Di-(methoxysulfonylphenyl)-methylsulfonium hexafluoro-antimonat F[Sb-](F)(F)(F)(F)F.COS(=O)(=O)C1=C(C=CC=C1)[S+](C)C1=C(C=CC=C1)S(=O)(=O)OC